C(=O)(OC(C)(C)C)N[C@@H](C(C)(C)C)C(=O)O N-Boc-tert-leucine